(S)-quinuclidin-3-yl (6-(3-fluorophenyl)-2,2-dimethylchroman-4-yl)carbamate FC=1C=C(C=CC1)C=1C=C2C(CC(OC2=CC1)(C)C)NC(O[C@@H]1CN2CCC1CC2)=O